(S)-3-chloro-5-(3-hydroxy-2,6-dimethylphenyl)-2-(2-methylpyrimidin-5-yl)-1H-pyrrolo[2,3-b]pyridine-4-carbonitrile ClC1=C(NC=2N=CC(=C(C21)C#N)C2=C(C(=CC=C2C)O)C)C=2C=NC(=NC2)C